(2,3,5-trifluoro-4-methoxyphenyl)methanol tert-Butyl-[(1S,4r)-4-{(1S)-1-[(2-hydroxypropyl)(2-nitrobenzene-1-sulfonyl)amino]ethyl}cyclohexyl]carbamate C(C)(C)(C)N(C(=O)OCC1=C(C(=C(C(=C1)F)OC)F)F)C1CCC(CC1)[C@H](C)N(S(=O)(=O)C1=C(C=CC=C1)[N+](=O)[O-])CC(C)O